bis(fluorenyl)zirconium dichloride [Cl-].[Cl-].C1(=CC=CC=2C3=CC=CC=C3CC12)[Zr+2]C1=CC=CC=2C3=CC=CC=C3CC12